1-[4-(cyanomethyl)-1-[[4-(1,2,4-triazol-1-yl)phenyl]methyl]-4-piperidyl]-3-(cyclopropanecarbonylamino)pyrazole-4-carboxamide C(#N)CC1(CCN(CC1)CC1=CC=C(C=C1)N1N=CN=C1)N1N=C(C(=C1)C(=O)N)NC(=O)C1CC1